6-(5,6-difluoro-1H-indazol-3-yl)-1,2,3,4-tetrahydro-1,5-naphthyridine FC=1C=C2C(=NNC2=CC1F)C=1N=C2CCCNC2=CC1